3-[1-(4-fluoro-3-methyl-phenyl)-5-hydroxy-2-isopropyl-indol-3-yl]cyclobutanecarbonitrile FC1=C(C=C(C=C1)N1C(=C(C2=CC(=CC=C12)O)C1CC(C1)C#N)C(C)C)C